C1(CC1)NC(=O)C1=NC=C(C=C1)N1[C@@H]2CC[C@@H]2N(CC1)CC=1C=NC=2C=C(C(NC2C1)=O)CC cis-N-cyclopropyl-5-(5-((7-ethyl-6-oxo-5,6-dihydro-1,5-naphthyridin-3-yl)methyl)-2,5-diazabicyclo[4.2.0]octan-2-yl)pyridine-2-amide